CC1(NC(CC(C1)C(=O)[O-])(C)C)C 2,2,6,6-tetramethylpiperidine-4-carboxylate